bis(trimethylsilylamino)tin C[Si](C)(C)N[Sn]N[Si](C)(C)C